C1(CC1)C(C(C)(C)P(OC)(OC)=O)C1=CC(=CC=C1)OCC1=CC(=C(C=C1)C1=CC(=NC=C1F)OC)CN(C(C)C)C(C)C dimethyl (1-cyclopropyl-1-(3-((3-((diisopropylamino)methyl)-4-(5-fluoro-2-methoxypyridin-4-yl)benzyl)oxy)phenyl)-2-methylpropan-2-yl)phosphonate